N-(2-acetamido)iminodiacetic acid C(C(=O)N)N(CC(=O)O)CC(=O)O